C(#C)C1=CC=C(C=C1)C(=O)N1[C@@H](CCC1)C(=O)[C@@]1(N(CCC1)C)C(=O)O N-(4-ethynylphenylcarbonyl)-L-prolyl-methyl-proline